2-[(3-Chloro-5-fluoropyridin-2-yl)methyl]-8-methyl-N-[(2S)-tetrahydrofuran-2-ylmethyl]-4,5-dihydro-2H-furo[2,3-g]indazole-7-carboxamide ClC=1C(=NC=C(C1)F)CN1N=C2C3=C(CCC2=C1)OC(=C3C)C(=O)NC[C@H]3OCCC3